4-[3-(4-Fluorobenzamidyl)benzoyl]-1-methylpiperidine FC1=CC=C(C(=O)NC=2C=C(C(=O)C3CCN(CC3)C)C=CC2)C=C1